N-((6-((7-methoxy-2-methyl-1H-imidazo[4,5-c][1,8]naphthyridin-1-yl)methyl)pyridin-3-yl)sulfonyl)acetamide COC=1C=CC=2C3=C(C=NC2N1)N=C(N3CC3=CC=C(C=N3)S(=O)(=O)NC(C)=O)C